2,2',2''-(10-(3-isothiocyanatobenzyl)-1,4,7,10-tetraazacyclododecane-1,4,7-triyl)tri(acetate) europium(III) [Eu+3].N(=C=S)C=1C=C(CN2CCN(CCN(CCN(CC2)CC(=O)[O-])CC(=O)[O-])CC(=O)[O-])C=CC1